FC=1C(=CC(=NC1)NC1=NC(=CC(=C1)C[S@@](=O)(=N)C)OC)C1=C(C=C(C=C1)F)OC |r| (rac)-5-Fluoro-4-(4-fluoro-2-methoxyphenyl)-N-{6-methoxy-4-[(S-methylsulfonimidoyl)methyl]pyridin-2-yl}pyridin-2-amine